1-octyl-1-butylpyrrolidinium cyanide [C-]#N.C(CCCCCCC)[N+]1(CCCC1)CCCC